Piperidine-1,3-dicarboxylic acid 3-((E)-but-2-enyl)ester C(\C=C\C)OC(=O)C1CN(CCC1)C(=O)O